tert-butyl 7-(3-bromo-5-((2-methylbutyl)carbamoyl)pyridin-4-yl)-1,7-diazaspiro[4.4]nonane-1-carboxylate BrC=1C=NC=C(C1N1CC2(CCCN2C(=O)OC(C)(C)C)CC1)C(NCC(CC)C)=O